C(N1C(N=C(N=C1C1=C(C=C(C=C1)OCC(COCCCC)O)O)C1=C(C=C(C=C1)C)C)C1=C(C=C(C=C1)C)C)N1C(N=C(N=C1C1=C(C=C(C=C1)OCC(COCCCC)O)O)C1=C(C=C(C=C1)C)C)C1=C(C=C(C=C1)C)C methylenebis{2,4-bis(2,4-dimethylphenyl)-6-[2-hydroxy-4-(3-butoxy-2-hydroxypropoxy)-phenyl]-s-triazine}